6-(4-fluorophenyl)-4-[4-fluoro-2-(2,2,2-trifluoroethoxy)phenyl]-5,6-dihydro-7H-pyrrolo[3,4-d]pyrimidin-7-one FC1=CC=C(C=C1)N1C(C=2N=CN=C(C2C1)C1=C(C=C(C=C1)F)OCC(F)(F)F)=O